FC(C(C(C(C(C(C(C(F)(F)F)(C(F)(F)F)F)(F)F)(F)F)(F)F)(F)F)(C(F)(F)F)F)(F)F perfluoro-2,7-dimethyl-octane